N-[4-(3-chlorophenoxy)-3-sulfamylphenyl]-2-(2-chlorophenyl)acetamide lithium 2-(2,2'-bipyridin-6-yl)phenolate N1=C(C=CC=C1C1=C(C=CC=C1)[O-])C1=NC=CC=C1.[Li+].ClC=1C=C(OC2=C(C=C(C=C2)NC(CC2=C(C=CC=C2)Cl)=O)S(N)(=O)=O)C=CC1